5-(4-cyclopropylphenyl)-3-(ethylsulfanyl)picolinic acid C1(CC1)C1=CC=C(C=C1)C=1C=C(C(=NC1)C(=O)O)SCC